tert-Butyl 3-(4-chloro-1-methyl-1H-indazol-6-yl)-3-hydroxyazetidine-1-carboxylate ClC1=C2C=NN(C2=CC(=C1)C1(CN(C1)C(=O)OC(C)(C)C)O)C